(3R,5E)-3-Methyl-5-cyclopentadecen C[C@@H]1CCCCCCCCCCC/C=C/C1